4,5-dichloro-N-[[5-(4-chlorophenyl)-2-furanyl]methyl]-6-oxo-1(6H)-pyridazineacetamide ClC=1C=NN(C(C1Cl)=O)CC(=O)NCC=1OC(=CC1)C1=CC=C(C=C1)Cl